3-(4-methoxyphenyl)-2-methyl-propanal COC1=CC=C(C=C1)CC(C=O)C